3,4,5-trifluoro-phenyl-boric acid FC=1C=C(C=C(C1F)F)OB(O)O